tert-butyl((10-(2-((4-methoxybenzyl)oxy)ethyl)nonadecyl)-oxy)diphenylsilane C(C)(C)(C)[Si](C1=CC=CC=C1)(C1=CC=CC=C1)OCCCCCCCCCC(CCCCCCCCC)CCOCC1=CC=C(C=C1)OC